Methyl 2-[acetyl-[2-ethylsulfonyl-4-(trifluoromethyl)-benzoyl]amino]-5-(trifluoromethoxy)benzoate C(C)(=O)N(C1=C(C(=O)OC)C=C(C=C1)OC(F)(F)F)C(C1=C(C=C(C=C1)C(F)(F)F)S(=O)(=O)CC)=O